tert-butyl (3aR,7aR)-7a-fluoro-2-(4-(methoxycarbonyl) phenyl)-1-oxooctahydro-5H-pyrrolo[3,4-c]pyridine-5-carboxylate F[C@@]12[C@@H](CN(CC1)C(=O)OC(C)(C)C)CN(C2=O)C2=CC=C(C=C2)C(=O)OC